F[C@H]1[C@@H](O[C@@H]([C@H]1O)CO)N1C(=O)NC(=O)C=C1 2'-fluoro-deoxyuridine